NCC1C[C@H]([C@]2([C@@]1(C1=NC=C(C=C1O2)Cl)O)C2=CC=C(C=C2)Br)C2=CC=CC=C2 |r| rac-(5aR,6S,8aR)-8-(aminomethyl)-5a-(4-bromophenyl)-3-chloro-6-phenyl-5a,6,7,8-tetrahydro-8aH-cyclopenta[4,5]furo[3,2-b]pyridin-8a-ol